ClC1=CC=C(C=C1)C1=CC(NC1=C)=O 4-(4-chlorophenyl)-5-methylene-1H-pyrrol-2(5H)-one